2-((2,4-difluorophenyl)amino)-N-(6-methoxypyridin-3-yl)-4-(trifluoromethyl)benzamide FC1=C(C=CC(=C1)F)NC1=C(C(=O)NC=2C=NC(=CC2)OC)C=CC(=C1)C(F)(F)F